1-[(2R,4S)-4-[4-amino-3-[2-(6-chloro-4-fluoro-1-methyl-1,3-benzodiazol-5-yl)ethynyl]pyrazolo[4,3-c]pyridin-1-yl]-2-(methoxymethyl)pyrrolidin-1-yl]prop-2-en-1-one NC1=NC=CC2=C1C(=NN2[C@H]2C[C@@H](N(C2)C(C=C)=O)COC)C#CC2=C(C1=C(N(C=N1)C)C=C2Cl)F